CC=1C=C(OC1)C(=O)O 4-methylfuran-2-carboxylic acid